methyl 4-[3-[2,6-dichloro-4-(3,3-dimethoxyazetidin-1-yl)benzoyl]-2,4-dihydro-1,3-benzoxazin-8-yl]-5-fluoro-2-(3-oxa-8-azabicyclo[3.2.1]octan-8-yl)benzoate ClC1=C(C(=O)N2COC3=C(C2)C=CC=C3C3=CC(=C(C(=O)OC)C=C3F)N3C2COCC3CC2)C(=CC(=C1)N1CC(C1)(OC)OC)Cl